2-[[6-[5-chloro-3-[1-(3-morpholinocyclobutyl)pyrazol-4-yl]quinoxalin-6-yl]oxy-2-methyl-benzimidazol-1-yl]methoxy]ethyl-trimethyl-silane ClC1=C2N=C(C=NC2=CC=C1OC=1C=CC2=C(N(C(=N2)C)COCC[Si](C)(C)C)C1)C=1C=NN(C1)C1CC(C1)N1CCOCC1